Cl[Ti](N(C)C)(N(C)C)Cl dichlorobis(dimethylamino)titanium